CN(C(/C=C/CC[C@@H](C(NC=1C(N(C=CC1)CC1=CC=2N=CN=C(C2N1)CCC(F)(F)F)=O)=O)NC(OC)=O)=O)C methyl (S,E)-(7-(dimethylamino)-1,7-dioxo-1-((2-oxo-1-((4-(3,3,3-trifluoropropyl)-5H-pyrrolo[3,2-d]pyrimidin-6-yl)methyl)-1,2-dihydropyridin-3-yl)amino)hept-5-en-2-yl)carbamate